C(C)C1=CC=C(C=2N=CC=NC12)C(=O)O 8-ethylquinoxaline-5-carboxylic acid